C(C)OC(CCCCCCN1C(/C(/CC1=O)=C/C1=C(C=CC=C1)C)=O)=O (E)-7-(3-(2-methylbenzylidene)-2,5-dioxopyrrolidinyl)heptanoic acid ethyl ester